NC=1C=2O[C@@H](C3=CC(=CC=C3N3N=C(C=C3CN3C=NC(=C3C(=CN1)C2)C#N)C)F)C (19R)-22-amino-16-fluoro-10,19-dimethyl-20-oxa-4,6,11,12,23-pentaazapentacyclo[19.3.1.02,6.08,12.013,18]pentacosa-1(24),2,4,8,10,13,15,17,21(25),22-decaene-3-carbonitrile